aconitic acid tri(2-ethylhexyl) ester C(C)C(COC(C=C(C(=O)OCC(CCCC)CC)CC(=O)OCC(CCCC)CC)=O)CCCC